CC=1OC(C=C2NC(=CC21)C=O)=O 1,6-DIHYDRO-4-METHYL-6-OXO-PYRANO[4,3-B]PYRROLE-2-CARBOXALDEHYDE